N-[4-Amino-1-(2-trimethylsilylethoxymethyl)pyrazolo[4,3-c]pyridin-7-yl]-2-oxo-2-[rac-(2R,5S)-5-methyl-2-[5-(trifluoromethyl)-3-pyridyl]-1-piperidyl]acetamide Copper [Cu].NC1=NC=C(C2=C1C=NN2COCC[Si](C)(C)C)NC(C(N2[C@H](CC[C@@H](C2)C)C=2C=NC=C(C2)C(F)(F)F)=O)=O |r|